COC(=O)C1CCN(CC1)CC1=NC(=C(C(=C1)C)C1CNC1)C 1-((5-(azetidin-3-yl)-4,6-dimethylpyridin-2-yl)methyl)piperidine-4-carboxylic acid methyl ester